C(C)(C)N1C(CN(CC1)C1=CN=C2C=CC(=NC2=C1)C=1C(=NNC1)C1=NC(=CC=C1)C)(C)C 7-(4-isopropyl-3,3-dimethyl-piperazin-1-yl)-2-[3-(6-methyl-2-pyridyl)-1H-pyrazol-4-yl]-1,5-naphthyridine